N-methyl-2-phenyl-ethanamine CNCCC1=CC=CC=C1